C1(=CC=CC=C1)C=1NN=C2N=C(C=C(C21)C(=O)O)C2=CC=C(C=C2)C(F)(F)F 3-phenyl-6-[4-(trifluoromethyl)phenyl]-2H-pyrazolo[3,4-b]pyridine-4-carboxylic acid